C(NC(=O)C=1N=NC=CC1NC=1C(=CC=2OCCNC2N1)S(=O)(=O)C)([2H])([2H])[2H] N-(methyl-d3)-4-((7-(methylsulfonyl)-3,4-dihydro-2H-pyrido[3,2-b][1,4]oxazin-6-yl)amino)pyridazine-3-carboxamide